CN1CCC(=CC1)N1N=C(C=CC1=O)C(=O)OC methyl 1-(1-methyl-1,2,3,6-tetrahydropyridin-4-yl)-6-oxo-1,6-dihydropyridazine-3-carboxylate